C(N)(O)=O.N12C[C@H](C=C)[C@@H](CC1)C[C@@H]2CC2=CC=NC1=CC=CC=C21 cinchonan carbamate